ClC=1C=CC=C2C=C(N(C12)C(=O)OC(C)(C)C)CO tert-butyl 7-chloro-2-(hydroxymethyl)-1H-indole-1-carboxylate